C(CC)N1C(=NN=C1C1=NC=NC=C1)C=O 4-propyl-5-(pyrimidin-4-yl)-4H-1,2,4-triazole-3-carbaldehyde